1,3,5-tris(5-(trimethylstannyl)thiophen-2-yl)benzene C[Sn](C1=CC=C(S1)C1=CC(=CC(=C1)C=1SC(=CC1)[Sn](C)(C)C)C=1SC(=CC1)[Sn](C)(C)C)(C)C